4,5,6,7-tetrahydroisoxazolo[5,4-c]pyridine-3-ol O1N=C(C2=C1CNCC2)O